CCCCOCC ETHYL N-BUTYL ETHER